CC1=NC2=CC=C(C=C2C=C1)C(=O)N(CC1=NC=C(C=C1)C(F)(F)F)CC(C)C methyl-N-(2-methylpropyl)-N-((5-(trifluoromethyl)-2-pyridinyl)methyl)-6-quinolinecarboxamide